ClC1=NC=2N(C(=C1)NCC1=C(C=C(C=C1)C1=CC=CC=C1)F)N=CC2C#N 5-chloro-7-(((3-fluoro-[1,1-biphenyl]-4-yl)methyl)amino)pyrazolo[1,5-a]pyrimidine-3-carbonitrile